COC(CCOC=C(C)C1=CC(=CC=C1)C(=COCCC(C)OC)C)C 1,3-bis(1-(3-methoxybutoxy)prop-1-en-2-yl)benzene